3,6-bis(3,5-dimethylpyrazol-1-yl)-1,2,4,5-tetrazine CC1=NN(C(=C1)C)C=1N=NC(=NN1)N1N=C(C=C1C)C